1-(t-butyl) 2,4-dimethyl (2S,4R)-4-(5-bromo-2-iodophenoxy)pyrrolidine-1,2,4-tricarboxylate BrC=1C=CC(=C(O[C@@]2(C[C@H](N(C2)C(=O)OC(C)(C)C)C(=O)OC)C(=O)OC)C1)I